di(4-tert-butylcyclohexyl)peroxydicarbonate C(C)(C)(C)C1CCC(CC1)OC(=O)OOC(=O)OC1CCC(CC1)C(C)(C)C